4-amino-N-methyl-N-(6-(trifluoromethyl)-2,3-dihydrobenzofuran-3-yl)imidazo[1,5-a]quinoxaline-8-carboxamide NC=1C=2N(C3=CC(=CC=C3N1)C(=O)N(C1COC3=C1C=CC(=C3)C(F)(F)F)C)C=NC2